CN1C(=NN=C1)C[C@@H](C)C=1C=C(C=CC1)NC(=O)C1=CC=NC=2N1N=CC2 (R)-N-(3-(1-(4-Methyl-4H-1,2,4-triazol-3-yl)propan-2-yl)phenyl)pyrazolo[1,5-a]pyrimidine-7-carboxamide